OC1=NC=C(C2=CC=CC=C12)C(C)NCCC#N 3-(1-(1-hydroxyisoquinolin-4-yl)ethylamino)propionitrile